diketo-pyrrole O=C1C(NC=C1)=O